(R,R)-6,16-difluoro-3,13-dimethyl-10-oxa-2,14,18,22-tetraazatetracyclo[13.6.2.04,9.019,23]tricosane FC1CC2[C@H](N[C@H]3CCC4NCC(C(NC(CCOC2CC1)C)C4N3)F)C